ethyl (2RS,3SR)-3-[4-(2,2,3,3-tetrafluoropropoxy)phenyl]oxirane-2-carboxylate FC(COC1=CC=C(C=C1)[C@H]1[C@@H](O1)C(=O)OCC)(C(F)F)F |r|